1-(cyclohexylcarbonyl)piperidin C1(CCCCC1)C(=O)N1CCCCC1